CN1N=C(C=C1C)NC1=NC=C(C(=N1)C1=CNC2=C(C=CC=C12)NC(CN1C[C@H](CC1)OC1=NC=NC(=C1)N(C)CC)=O)C (S)-N-(3-(2-((1,5-dimethyl-1H-pyrazol-3-yl)amino)-5-methylpyrimidin-4-yl)-1H-indol-7-yl)-2-(3-((6-(ethyl(methyl)amino)pyrimidin-4-yl)oxy)pyrrolidin-1-yl)acetamide